ClC1=C(C=CC=C1)N1C(N=C(C2=CC=C(C=C12)C1CC1)NC1=NOC=C1)=O 1-(2-chlorophenyl)-7-cyclopropyl-4-(isoxazol-3-ylamino)quinazolin-2(1H)-one